2,4-dimethylhex-2-enal CC(C=O)=CC(CC)C